CC1=C(C(=NC=C1)C#N)N1CCC(CC1)N1C(N(C=2C(C1)=CN(N2)C)CC2=C(C=CC=C2)C(F)(F)F)=O 4'-Methyl-4-[2-methyl-6-oxo-7-(2-trifluoromethyl-benzyl)-2,4,6,7-tetrahydro-pyrazolo[3,4-d]pyrimidin-5-yl]-3,4,5,6-tetrahydro-2H-[1,3']bipyridinyl-2'-carbonitril